2,5-Diformylfuran C(=O)C=1OC(=CC1)C=O